7-(2-(5-Cyclopropyl-3-(2-(trifluoromethyl)phenyl)isoxazol-4-yl)-7-azaspiro[3.5]non-1-en-7-yl)isochinolin C1(CC1)C1=C(C(=NO1)C1=C(C=CC=C1)C(F)(F)F)C1=CC2(C1)CCN(CC2)C2=CC=C1C=CN=CC1=C2